ClC=1C(=NC(=NC1)NC1=CC(=C(C=C1N1CCN(CC1)C)OC)N)C=1C=NN2C1C=CC=C2 N1-(5-chloro-4-pyrazolo[1,5-a]pyridin-3-ylpyrimidin-2-yl)-4-methoxy-6-(4-methylpiperazin-1-yl)benzene-1,3-diamine